6-fluoro-5-(8-((5-fluoro-2-methyl-3-oxo-3,4-dihydroquinoxalin-6-yl)methyl)-3,8-diazabicyclo[3.2.1]octan-3-yl)-N-methylpicolinamide FC1=C(C=CC(=N1)C(=O)NC)N1CC2CCC(C1)N2CC=2C(=C1NC(C(=NC1=CC2)C)=O)F